C(C)(C)(C)C(C(C)=O)C(C)=O 3-tert-butyl-2,4-pentanedione